CC1=C(C(=O)NC2=C(C=CC=C2)C=2OC3=C(C2)C=CC(=C3)CN3CCN(CC3)C(=O)OC(C)(C)C)C=CC=C1 tert-Butyl 4-((2-(2-(2-methylbenzamido)phenyl)benzofuran-6-yl)methyl)piperazine-1-carboxylate